FC1=C(C=C(C=C1)C(O)C1=CC=CC=C1)[N+](=O)[O-] (4-fluoro-3-nitrophenyl)(phenyl)methanol